ClC1=CNC2=NC=C(C=C21)B2OC(C(O2)(C)C)(C)C 3-chloro-5-(4,4,5,5-tetramethyl-1,3,2-dioxaborol-2-yl)-1H-pyrrolo[2,3-b]pyridine